3-(1-cyclohexyl-1,6-dihydrodipyrrolo[2,3-b:2',3'-d]pyridin-2-yl)phenol C1(CCCCC1)N1C(=CC=2C1=C1C(=NC2)NC=C1)C=1C=C(C=CC1)O